8-fluoro-3-(2-fluorobenzyl)-5-methyl-7-(((tetrahydro-2H-pyran-4-yl)amino)methyl)-3,5-dihydro-4H-pyridazino[4,5-b]indol-4-one FC1=CC=2C3=C(N(C2C=C1CNC1CCOCC1)C)C(N(N=C3)CC3=C(C=CC=C3)F)=O